9-benzyloxy-5-(4-fluoro-3-methyl-phenyl)-1'-methyl-spiro[3,4-dihydropyrano[4,3-b]indole-1,3'-cyclobutane]-1'-carboxylic acid C(C1=CC=CC=C1)OC=1C=2C3=C(N(C2C=CC1)C1=CC(=C(C=C1)F)C)CCOC31CC(C1)(C(=O)O)C